FC=1C=NC(=NC1)N1CC(C(CC1)C(=O)N1CCOC2=C(C1)C=NC=C2C#N)C 4-[1-(5-fluoropyrimidin-2-yl)-3-methyl-piperidine-4-carbonyl]-3,5-dihydro-2H-pyrido[3,4-f][1,4]oxazepine-9-carbonitrile